N=1C=NN2C1C=C(C=C2)C2=CNC=1N=C(N=CC12)NC1CC(C1)(O)C (1r,3r)-3-((5-([1,2,4]triazolo[1,5-a]pyridin-7-yl)-7H-pyrrolo[2,3-d]pyrimidin-2-yl)amino)-1-methylcyclobutan-1-ol